(5ar,6s,7s,8r,8as)-5a-(4-cyclopropylphenyl)-1,3-dimethoxy-7-((3-methoxyazetidin-1-yl)methyl)-6-phenyl-5a,6,7,8-tetrahydro-8aH-cyclopenta[4,5]furo[3,2-c]pyridine-8,8a-diol C1(CC1)C1=CC=C(C=C1)[C@]12[C@](C=3C(=NC(=CC3O1)OC)OC)([C@@H]([C@@H]([C@H]2C2=CC=CC=C2)CN2CC(C2)OC)O)O